4-amino-7-[(2R,3R,4S,5R)-3,4-dihydroxy-5-[(sulfamoylamino)methyl]tetrahydrofuran-2-yl]-5-[2-(2-ethylsulfanyl-6-fluorophenyl)ethynyl]pyrrolo[2,3-d]-pyrimidine NC=1C2=C(N=CN1)N(C=C2C#CC2=C(C=CC=C2F)SCC)[C@@H]2O[C@@H]([C@H]([C@H]2O)O)CNS(N)(=O)=O